[I+].[I+].C[N+]1=C(N=C(C=C1C)C)CCCC[N+](C)(C)C 1,4,6-trimethyl-2-(4-(trimethylammonio)butyl)pyrimidin-1-ium diiodine